5-methyl-N-3-pyridinyl-1-(2-quinolinyl)-1H-pyrazole-4-carboxamide CC1=C(C=NN1C1=NC2=CC=CC=C2C=C1)C(=O)NC=1C=NC=CC1